(R)-tert-butyl 3-(8-(6-bromo-3-cyanopyrazolo[1,5-a]pyridin-4-yl)-1,2,4a,5-tetrahydrobenzo[b]pyrazino[1,2-d][1,4]oxazin-3(4H)-yl)azetidine-1-carboxylate BrC=1C=C(C=2N(C1)N=CC2C#N)C=2C=CC1=C(OC[C@@H]3N1CCN(C3)C3CN(C3)C(=O)OC(C)(C)C)C2